disodium 2,2-biquinoline-4,4-dicarboxylate N1=C(CC(C2=CC=CC=C12)(C(=O)[O-])C(=O)[O-])C1=NC2=CC=CC=C2C=C1.[Na+].[Na+]